2-[1-(3,3-dimethyl-1-cyclopenten-1-yl)ethoxy]-2-methylpropyl cyclopropanecarboxylate C1(CC1)C(=O)OCC(C)(C)OC(C)C1=CC(CC1)(C)C